C(C)(C)(C)C1(NC(=NC(=N1)NC1=CC=NC=C1)C1=CC=CC=C1)N 2-tert-butyl-6-phenyl-N4-(pyridin-4-yl)-1,3,5-triazine-2,4-diamine